(S)-2-amino-N-(5-chloro-2-(1H-tetrazol-1-yl)benzyl)propionamide hydrochloride Cl.N[C@H](C(=O)NCC1=C(C=CC(=C1)Cl)N1N=NN=C1)C